methyl 1-(4-(3-(2,6-dichlorophenyl)-3-fluoroazetidin-1-yl)-2,6-dimethylbenzyl)-piperidine-4-carboxylate ClC1=C(C(=CC=C1)Cl)C1(CN(C1)C1=CC(=C(CN2CCC(CC2)C(=O)OC)C(=C1)C)C)F